C(C1=CC=CC=C1)O[C@@H]1[C@@](O[C@H](C1)N1C(NC(C(=C1)F)=O)=O)(C#N)COCC1=CC=CC=C1 (2R,3S,5R)-3-(benzyloxy)-2-((benzyloxy)methyl)-5-(5-fluoro-2,4-dioxo-3,4-dihydropyrimidin-1(2H)-yl)tetrahydrofuran-2-carbonitrile